methyl fluorosulfinate FS(=O)OC